(tert-butoxycarbonyl)-3-methoxypiperidin-4-carboxylic acid C(C)(C)(C)OC(=O)N1CC(C(CC1)C(=O)O)OC